CC1CCN(CC1)C1C[C@H]2CC[C@@H](C1)N2S(=O)(=O)C2=CN=C(O2)C2CCOCC2 5-(((1r,3s,5s)-3-(4-methylpiperidin-1-yl)-8-azabicyclo[3.2.1]oct-8-yl)sulfonyl)-2-(tetrahydro-2H-pyran-4-yl)oxazole